THENYLDIAMINE CN(C)CCN(CC1C=CSC=1)C1C=CC=CN=1